CC1(COB(O1)C1=C(C=C(C=2SC(=CC21)NC(OC(C)(C)C)=O)F)F)C tert-Butyl (4-(5,5-dimethyl-1,3,2-dioxaborolan-2-yl)-5,7-difluorobenzo[b]thiophen-2-yl)carbamate